6-(1-((tert-butyldimethylsilyl)oxy)cyclopropyl)-5-chloropyridin-3-amine [Si](C)(C)(C(C)(C)C)OC1(CC1)C1=C(C=C(C=N1)N)Cl